ClC=1C=CC2=C(C(=NO2)N2CCN(CC2)C2=NC=CC=C2Cl)C1 5-chloro-3-(4-(3-chloropyridin-2-yl)piperazin-1-yl)benzo[d]isoxazole